O=C1C2=C(N=CN1)C(=NC=C2)C(=O)OC methyl 4-oxo-3,4-dihydropyrido[3,4-d]pyrimidine-8-carboxylate